ClC1=C(C=CC=C1)C(C(=O)NC(=S)C(NC)=O)C1=NC=CC(=C1)C(F)(F)F 2-(2-chlorophenyl)-N-(methylcarbamoyl-thiocarbonyl)-2-(4-(trifluoromethyl)pyridin-2-yl)acetamide